CC(CC(C)(C)C)(C)C1=CC=C(C=C1)OC(C(C(=O)OC1=CC=C(C=C1)C(CC(C)(C)C)(C)C)(CC1=CC(=C(C(=C1)C(C)(C)C)O)C(C)(C)C)CC1=CC(=C(C(=C1)C(C)(C)C)O)C(C)(C)C)=O Bis[4-(1,1,3,3-tetramethylbutyl)phenyl]-2,2-bis-(3,5-di-tert-butyl-4-hydroxybenzyl)malonat